4-(tert-butyl)-8-(5-chloropyrimidin-4-yl)-4-hydroxy-1,3,4,5-tetrahydro-6H-pyrano[4,3-b]thieno[3,2-d]pyridin-6-one C(C)(C)(C)C1(COCC2=C1NC(C1=C2C=C(S1)C1=NC=NC=C1Cl)=O)O